IC=1C(=CC(=NC1)N)OC 5-Iodo-4-methoxypyridin-2-amine